ClC1=C(C=CC=C1C1=NC=CC(=C1Cl)NC1=NC=CC(=C1F)CNCC(C)O)C1=CC=C(C(=N1)OC)CNCC1CCC(N1)=O 5-((((6-(2-chloro-3-(3-chloro-4-((3-fluoro-4-(((2-hydroxypropyl)amino)methyl)pyridin-2-yl)amino)pyridin-2-yl)phenyl)-2-methoxypyridin-3-yl)methyl)amino)methyl)pyrrolidin-2-one